[PH2](=O)C=1C(=NC=CN1)[PH2]=O bisphosphinylpyrazine